FC1(C(N(C(C(O1)(F)F)(F)F)C(=C(C(F)(F)F)F)F)(F)F)F 2,2,3,3,5,5,6,6-octafluoro-4-(perfluoroprop-1-en-1-yl)morpholine